ClC1=CC=C(C=C1)[C@@]1(N(C(C2=CC(=CC=C12)C(C)(C)O)=O)CC1=CC=C(C=C1)Cl)OCC(CO)(F)F (3R)-3-(4-Chlorophenyl)-2-[(4-chlorophenyl)methyl]-3-(2,2-difluoro-3-hydroxypropoxy)-6-(2-hydroxypropan-2-yl)-2,3-dihydro-1H-isoindol-1-on